(E)-N'-(3-bromo-7-chloro-1,6-naphthyridin-2-yl)-N-hydroxyformamidine BrC=1C(=NC2=CC(=NC=C2C1)Cl)/N=C/NO